COC1=CC=C(C=C1)CN(C1=NC(=NC=2N1N=CC2B(O)O)N2CCOCC2)CC2=CC=C(C=C2)OC [4-{bis[(4-methoxyphenyl)methyl]amino}-2-(morpholin-4-yl)pyrazolo[1,5-a][1,3,5]triazin-8-yl]boronic acid